5-(2-(Dimethylamino)ethoxy)-2-methyl-N-(1-(naphthalen-1-yl)cyclopropyl)benzamide CN(CCOC=1C=CC(=C(C(=O)NC2(CC2)C2=CC=CC3=CC=CC=C23)C1)C)C